C(C1=CC=CC=C1)[P](CC1=CC=CC=C1)=O Dibenzyl-phosphorus oxide